OB1OCC2=C1C=C(C=C2)C(=O)N(CC(=O)O)CCCNC(=O)C=2C=CC1=C(B(OC1)O)C2 N-(1-hydroxy-1,3-dihydrobenzo[c][1,2]oxaborole-6-carbonyl)-N-(3-(1-hydroxy-1,3-dihydrobenzo[c][1,2]oxaborole-6-carboxamido)propyl)glycine